C(=O)(O)C(CC=1C=C(CN(C(CC=2C=C(C=CC2)CC(C(=O)O)C2CNCC2)=O)CCCOCC2=CC(=CC=C2)CC(C2CNCC2)C(=O)O)C=CC1)C1CNCC1 3-(3-(2-((3-(2-carboxy-2-(pyrrolidin-3-yl)ethyl)benzyl)(3-((3-(2-carboxy-2-(pyrrolidin-3-yl)ethyl)benzyl)oxy)propyl)amino)-2-oxoethyl)phenyl)-2-(pyrrolidin-3-yl)propanoic acid